(E)-4-hydroxy-N-(4-((E)-3-(4-hydroxy-3,5-dimethoxyphenyl)acrylamido)butyl)-2-methylbut-2-enamide OC/C=C(/C(=O)NCCCCNC(\C=C\C1=CC(=C(C(=C1)OC)O)OC)=O)\C